CN(C1(CCC2(CNC(N2)=O)CC1)C=1SC=CC1)C CIS-8-(dimethylamino)-8-(thiophen-2-yl)-1,3-diazaspiro[4.5]decan-2-one